5-chloro-4-(trifluoromethyl)-2-(4-(trifluoromethyl)piperidin-1-yl)benzamide ClC=1C(=CC(=C(C(=O)N)C1)N1CCC(CC1)C(F)(F)F)C(F)(F)F